(5S,8s)-8-(5-bromo-6-methoxy-2H-indazol-2-yl)-3-oxa-1-azaspiro[4.5]decan-2-one BrC1=CC2=CN(N=C2C=C1OC)C1CCC2(COC(N2)=O)CC1